6,7,8-trimethoxy-1-(3-fluoro-4-methoxyphenyl)-2-phenyl-4,5-dihydro-2H-benzo[e]indazole COC1=C(C(=CC=2C3=C(N(N=C3CCC21)C2=CC=CC=C2)C2=CC(=C(C=C2)OC)F)OC)OC